FC1=CC(=C(C=C1)C1=CC=C(O1)C=C1C(NC(S1)=O)=O)O 5-[[5-(4-Fluoro-2-hydroxyphenyl)-2-furanyl]methylene]-2,4-thiazolidinedione